Manganese(II) trifluoromethanesulfonate FC(S(=O)(=O)[O-])(F)F.[Mn+2].FC(S(=O)(=O)[O-])(F)F